6-Bromo-2-[(2R)-3-(3,4-dihydro-1H-isochinolin-2-yl)-2-hydroxy-propyl]-3,4-dihydroisochinolin-1-on BrC=1C=C2CCN(C(C2=CC1)=O)C[C@@H](CN1CC2=CC=CC=C2CC1)O